FC(C=1C=C(C=CC1)[C@@]1(C2=C(NC=3N=CC(=CC13)F)CC(CC2=O)(C)C)C)F (S)-5-(3-(difluoromethyl)phenyl)-3-fluoro-5,8,8-trimethyl-5,8,9,10-tetrahydrobenzo[b][1,8]naphthyridin-6(7H)-one